FC1=C(C=CC(=C1)F)C1=CC(=NO1)C(=O)NCC(C)(C=1C=NN(C1)C)C1=NC=C(C=C1)NS(=O)(=O)C 5-(2,4-difluorophenyl)-N-[2-[5-(methanesulfonamido)-2-pyridyl]-2-(1-methylpyrazol-4-yl)propyl]isoxazole-3-carboxamide